FC(C(C)(O)C)CC#C 3-fluoro-2-methyl-hex-5-yn-2-ol